C(#C)C=1SC=C(N1)NC(=O)N1CCN(CC1)C1=CC=C(C=C1)C1=CC(=CC=C1)N1C[C@H](CC1)O (S)-N-(2-Ethynylthiazol-4-yl)-4-(3'-(3-hydroxypyrrolidin-1-yl)-[1,1'-biphenyl]-4-yl)piperazine-1-carboxamide